methyl-2-chloro-5-vinyl-pyridine CC=1C(=NC=C(C1)C=C)Cl